(5-(1H-1,2,4-triazol-1-yl)pyridin-2-yl)methanol N1(N=CN=C1)C=1C=CC(=NC1)CO